COCCC=1C=C(CN)C=CC1 3-(2-methoxyethyl)benzylamine